2-{2-amino-[1,2,4]triazolo[1,5-a]pyridin-7-yl}-N-(1-benzyl-1H-pyrazol-4-yl)-6-fluoroquinoline-4-carboxamide NC1=NN2C(C=C(C=C2)C2=NC3=CC=C(C=C3C(=C2)C(=O)NC=2C=NN(C2)CC2=CC=CC=C2)F)=N1